C(C)(C)(C)OC(=O)NCCC(C(=O)OC)O[Si](C)(C)C(C)(C)C methyl 4-[[(tert-butoxy)carbonyl]amino]-2-[(tert-butyldimethylsilyl)oxy]butanoate